3-(((cyclopropanecarbonyl)oxy)(6-fluoropyridine-3-carbonyl)amino)benzamide C1(CC1)C(=O)ON(C=1C=C(C(=O)N)C=CC1)C(=O)C=1C=NC(=CC1)F